benzyl-(E)-3-(1-((tert-butylsulfinyl)imino)ethyl)azetidine C(C1=CC=CC=C1)N1CC(C1)/C(/C)=N/S(=O)C(C)(C)C